C(C)(C)N1N=NC(=C1)C=1C=C(C=2N(C1)N=CC2C#N)OC 6-(1-isopropyl-1H-1,2,3-triazol-4-yl)-4-methoxypyrazolo[1,5-a]Pyridine-3-carbonitrile